FC=1C(NC2=C(C=C(C=C2C1)[C@H](CN1C[C@@H]2[C@](C1)(C[C@H](C2)OC2=CC=CC=C2)O)O)F)=O 3,8-difluoro-6-((R)-1-hydroxy-2-((3as,5s,6ar)-3a-hydroxy-5-phenoxyhexahydrocyclopenta[c]pyrrol-2(1H)-yl)ethyl)quinolin-2(1H)-one